ClC=1C=C2C=3C=CC(=CC3N(C2=CC1)CCNC(=N)N)NCC1=CC(=C(C=C1)Cl)Cl 1-(2-(6-Chloro-2-(3,4-dichlorobenzylamino)-9H-carbazol-9-yl)ethyl)guanidine